(ethanesulfonyl)benzene-1-sulfonamide C(C)S(=O)(=O)C1=C(C=CC=C1)S(=O)(=O)N